3-[6-[4-[[4-[(3-fluoroazetidin-3-yl)methyl]piperazin-1-yl]methyl]-1-piperidyl]pyrimidin-4-yl]-5-(1-methylcyclopropoxy)-2H-indazole FC1(CNC1)CN1CCN(CC1)CC1CCN(CC1)C1=CC(=NC=N1)C=1NN=C2C=CC(=CC12)OC1(CC1)C